(E)-dibenzylcyclobutane-1,2-dicarboxamide C(C1=CC=CC=C1)C1(C(CC1)(C(=O)N)CC1=CC=CC=C1)C(=O)N